3-iodo-1-((2-(trimethylsilyl)ethoxy)methyl)-1H-pyrrole IC1=CN(C=C1)COCC[Si](C)(C)C